ClC=1C=C2C=C(N=CC2=C(N1)Cl)NC(=O)C1C(C1)F N-(6,8-dichloro-2,7-naphthyridin-3-yl)-2-fluorocyclopropanecarboxamide